CS(=O)(=O)N1CC(C1)N1N=CC(=C1)C=1N=C(C=2N(C1)N=CC2)C=2C=NN(C2)C(CC)CC 6-(1-(1-(methylsulfonyl)azetidin-3-yl)-1H-pyrazol-4-yl)-4-(1-(pent-3-yl)-1H-pyrazol-4-yl)pyrazolo[1,5-a]pyrazine